ethyl-[1-hydroxy-1-(4-methylselenophenyl) methyl] acrylate C(C=C)(=O)OC(C1=CC=C(C=C1)[Se]C)(O)CC